O=S1(C(CN(CC1)C(=O)OC(C)(C)C)C=1SC=CN1)=O tert-butyl 1,1-dioxo-2-(1,3-thiazol-2-yl)-1λ6-thiomorpholine-4-carboxylate